sodium 2,2'-methylenebis(4,6-di-t-butylphenyl) phosphate P1(=O)(OC2=C(C=C(C=C2C(C)(C)C)C(C)(C)C)CC2=C(C(=CC(=C2)C(C)(C)C)C(C)(C)C)O1)[O-].[Na+]